CC(CCOC=1C(=C(C(C#N)=C(C1Cl)Cl)C#N)Cl)C 4-(3-methyl-1-butoxy)-3,5,6-trichloro-phthalonitrile